The molecule is a carotenol that is (3'E)-3',4'-didehydro-1',2'-dihydro-beta,psi-carotene which carries a hydroxy group at position 1'. It has a role as a bacterial metabolite. It is a carotenol and a tertiary alcohol. It derives from a hydride of a torulene. CC1=C(C(CCC1)(C)C)/C=C/C(=C/C=C/C(=C/C=C/C=C(\\C)/C=C/C=C(\\C)/C=C/C=C(\\C)/C=C/CC(C)(C)O)/C)/C